6-tert-butyl-2-cresol C(C)(C)(C)C=1C=CC=C(C1O)C